ClC=1C=CC(=C(CN(C(\C=C/C2=CC(=C(C=C2)O)OC)=O)C2CC3=CC=C(C=C3C2)C(NCCC)=O)C1)OCCOC (Z)-N-(5-chloro-2-(2-methoxyethoxy)benzyl)-3-(4-hydroxy-3-methoxyphenyl)-N-(5-(N-propylcarbamoyl)-2,3-dihydro-1H-inden-2-yl)acrylamide